Decen oxid C1C(CCCCCCCC)O1